N-((1S,3r)-3-(5-(5-ethoxypyridin-2-yl)-4-(2-fluorophenyl)-4H-1,2,4-triazol-3-yl)cyclobutyl)-1H-indole-7-carboxamide C(C)OC=1C=CC(=NC1)C=1N(C(=NN1)C1CC(C1)NC(=O)C=1C=CC=C2C=CNC12)C1=C(C=CC=C1)F